(1S,2S)-N-(4-{6-[(1S)-1-hydroxybutyl]-4-methylpyridin-3-yl}imidazo[1,2-a]1,6-naphthyridin-8-yl)-2-(piperazin-1-ylmethyl)cyclopropane-1-carboxamide O[C@@H](CCC)C1=CC(=C(C=N1)C=1C=2N(C3=CC(=NC=C3C1)NC(=O)[C@@H]1[C@H](C1)CN1CCNCC1)C=CN2)C